C(CCCCCCCCCC(=O)OC)(=O)OC dimethyl undecandioate